ClC1=CC(=NC=2N1N=CC2)C2=NC(=NC=C2)SC 7-chloro-5-(2-methylsulfanylpyrimidin-4-yl)pyrazolo[1,5-a]pyrimidine